C1(CC2C(CC1)O2)[Si](OC)(C)C (3,4-epoxycyclohexyl)dimethylmethoxysilane